(S)-N-((S)-(3-chloro-2,4-difluorophenyl)((cis)-5-(trifluoromethyl)-tetrahydrofuran-3-yl)methyl)-2-oxoimidazolidine-4-carboxamide ClC=1C(=C(C=CC1F)[C@@H](NC(=O)[C@H]1NC(NC1)=O)[C@@H]1CO[C@@H](C1)C(F)(F)F)F